N-(4-((2,2-difluorocyclopentyl)oxy)-3-fluorophenyl)-5-(isopropoxymethyl)-2-(pyrrolidin-1-yl)oxazole-4-carboxamide FC1(C(CCC1)OC1=C(C=C(C=C1)NC(=O)C=1N=C(OC1COC(C)C)N1CCCC1)F)F